ClC(OC1=CC=C(C=C1)NC(C1=CN=C(C(=C1)C1=CC=NN1)N1CCN(CC1)C1CCN(CC1)CC1=C2CN(C(C2=CC=C1)=O)C1C(NC(CC1)=O)=O)=O)(F)F N-(4-(Chlorodifluoromethoxy)phenyl)-6-(4-(1-((2-(2,6-dioxopiperidin-3-yl)-1-Oxoisoindoline-4-yl)methyl)piperidin-4-yl)piperazin-1-yl)-5-(1H-pyrazol-5-yl)nicotinamide